FC1=C(C=C2C=CN(C(C2=C1F)=O)CC1CC(C1)CNC=1C=NNC(C1C(F)(F)F)=O)C1=NC=C(C=N1)C(F)(F)F 7,8-difluoro-2-(((1R,3R)-3-(((6-oxo-5-(trifluoromethyl)-1,6-dihydropyridazin-4-yl)amino)methyl)cyclobutyl)methyl)-6-(5-(trifluoromethyl)pyrimidin-2-yl)isoquinolin-1(2H)-one